FC=1C(=NC=C(C1)C=1C=C2C(N(C=NC2=CC1)CCC)=O)NC(CCCC)=O N-(3-fluoro-5-(4-oxo-3-propyl-3,4-dihydro-quinazolin-6-yl)pyridin-2-yl)pentanamide